FC1(C(COC1)OC1=NN=C(S1)N)F 5-((4,4-difluorotetrahydrofuran-3-yl)oxy)-1,3,4-thiadiazol-2-amine